(2-((6-(trifluoromethyl)quinolin-2-yl)amino)ethyl)carbamic acid tert-butyl ester C(C)(C)(C)OC(NCCNC1=NC2=CC=C(C=C2C=C1)C(F)(F)F)=O